cyclohexyl ((S)-(((3aS,4R,6S,6aS)-6-(4-aminopyrrolo[2,1-f][1,2,4]triazin-7-yl)-4-cyano-2-ethoxytetrahydrofuro[3,4-d][1,3]dioxol-4-yl)methoxy)(phenoxy)phosphoryl)-L-alaninate NC1=NC=NN2C1=CC=C2[C@@H]2O[C@]([C@@H]1[C@H]2OC(O1)OCC)(C#N)CO[P@](=O)(OC1=CC=CC=C1)N[C@@H](C)C(=O)OC1CCCCC1